3-(3-(4-(nonyloxy)phenyl)-1,2,4-oxadiazol-5-yl)propan-1-amine hydrochloride Cl.C(CCCCCCCC)OC1=CC=C(C=C1)C1=NOC(=N1)CCCN